2,3-dihydroimidazo[1,2-c]Quinazoline N=1CCN2C=NC=3C=CC=CC3C21